ClC1=CC=C2C(N3C(=NC2=C1)C(C1=CC(=CC=C13)NC(CCNP(OC)(=O)C)=O)=O)=O Methyl N-(3-((3-chloro-6,12-dioxo-6,12-dihydroindolo[2,1-b]quinazolin-8-yl)amino)-3-oxopropyl)-P-methylphosphonamidoate